N-(6-(2H-1,2,3-triazol-2-yl)-5-(trifluoromethyl)pyridin-3-yl)-5-chloro-2,4'-difluoro-2'-vinyl-[1,1'-biphenyl]-4-carboxamide N=1N(N=CC1)C1=C(C=C(C=N1)NC(=O)C1=CC(=C(C=C1Cl)C1=C(C=C(C=C1)F)C=C)F)C(F)(F)F